4-bromo-1,3-dihydro-2λ6-benzo[c]thiophen-2,2-dione BrC1=CC=CC=2CS(CC21)(=O)=O